1-(1-methyl-1H-pyrazol-4-ylethyl-1H-imidazol-5-yl)-1H-pyrrolo[2,3-b]pyridine CN1N=CC(=C1)CCN1C=NC=C1N1C=CC=2C1=NC=CC2